methyl 4-benzyloxy-3,5-dimethoxyphenylpropionate C(C1=CC=CC=C1)OC1=C(C=C(C=C1OC)C(C(=O)OC)C)OC